COC1=CC=C(C2=CC=CC=C12)C1=NC(=NC(=N1)C(Cl)(Cl)Cl)C(Cl)(Cl)Cl 2-(4-methoxynaphthyl)-4,6-bis(trichloromethyl)s-triazine